5-[6-({1-[5-(difluoromethyl)pyridin-2-yl]-4-methyl-1H-1,2,3-triazol-5-yl}methoxy)pyridazin-3-yl]-1-methyl-1,2-dihydropyridin-2-one FC(C=1C=CC(=NC1)N1N=NC(=C1COC1=CC=C(N=N1)C=1C=CC(N(C1)C)=O)C)F